FC(C1=CC=C(C=N1)C(C)=O)F 1-(6-(difluoromethyl)pyridin-3-yl)ethan-1-one